C(C)(=O)N1CC(=CC1)C1=CC(=C2C(=NC=NN21)N)N2CC(CCC2)NC(=O)C2=C(N=C(S2)C)OC2CCN(CC2)C(=O)[O-] 4-((5-((1-(7-(1-acetyl-2,5-dihydro-1H-pyrrol-3-yl)-4-aminopyrrolo[2,1-f][1,2,4]triazin-5-yl)piperidin-3-yl)carbamoyl)-2-methylthiazol-4-yl)oxy)piperidine-1-carboxylate